tert-butyl 5-((4-methoxybenzyl) thio)-1H-pyrazolo[3,4-c]pyridine-1-carboxylate COC1=CC=C(CSC=2C=C3C(=CN2)N(N=C3)C(=O)OC(C)(C)C)C=C1